2-(3-fluorophenyl)-N-thiazol-2-yl-acetamide FC=1C=C(C=CC1)CC(=O)NC=1SC=CN1